3-chloro-N'-(2-chloroacetyl)-N'-methyl-pyrazine-2-carbohydrazide ClC=1C(=NC=CN1)C(=O)NN(C)C(CCl)=O